NCC=1SC=C2C1CN(C2=O)C2C(NC(CC2)=O)=O 3-(1-(aminomethyl)-4-oxo-4H-thieno[3,4-c]pyrrol-5(6H)-yl)piperidine-2,6-dione